C(C)(C)(C)C1CC12CNCC2 tert-butyl-5-azaspiro[2.4]heptan